bis(4-allyloxy-3,5-dibromophenyl) sulfone C(C=C)OC1=C(C=C(C=C1Br)S(=O)(=O)C1=CC(=C(C(=C1)Br)OCC=C)Br)Br